C[C@H](C1=CC=CC=C1)N (R)-α-methylbenzylamin